1-[(2,3-dihydro-1,4-benzodioxin-6-yl)sulfonyl]-N-[1-(1-methylethyl)-1H-pyrazolo[3,4-b]pyridin-5-yl]-4-piperidinecarboxamide O1CCOC2=C1C=CC(=C2)S(=O)(=O)N2CCC(CC2)C(=O)NC=2C=C1C(=NC2)N(N=C1)C(C)C